S(=O)(=O)(O)CC(=O)[O-].[Cr+3].S(=O)(=O)(O)CC(=O)[O-].S(=O)(=O)(O)CC(=O)[O-] chromium sulphoacetate